[C@H]12CN(C[C@H](CC1)N2)C2=NC(=NC1=CC(=CC=C21)C2=C1C(=NNC1=CC=C2)C)OC[C@H]2N(CCC2)C 4-((1R,5S)-3,8-diazabicyclo[3.2.1]octan-3-yl)-7-(3-methyl-1H-indazol-4-yl)-2-(((S)-1-methylpyrrolidin-2-yl)methoxy)quinazoline